3-(2-((2-(2,6-dioxopiperidin-3-yl)-1,3-dioxoisoindol-4-yl)amino)ethoxy)propionic acid O=C1NC(CCC1N1C(C2=CC=CC(=C2C1=O)NCCOCCC(=O)O)=O)=O